FC(C(=O)N1[C@@H](CN(CC1)C1=NC(=NC=2C[C@H](CCC12)C1=CC(=CC2=CC=CC=C12)O)OC[C@H]1N(CCC1)C)CC#N)=C 2-((R)-1-(2-fluoroacryloyl)-4-((S)-7-(3-hydroxynaphthalen-1-yl)-2-(((S)-1-methylpyrrolidin-2-yl)methoxy)-5,6,7,8-tetrahydroquinazolin-4-yl)piperazin-2-yl)acetonitrile